BrC=1C(=C(C=CC1)CC(=O)O)OC 2-(3-bromo-2-methoxyphenyl)acetic acid